FC1=CC(=C(C=C1N1C=NC=C1)O)C=1N=NC(=CN1)C(=C)[C@@H]1CNCC1 (R)-4-fluoro-5-(1H-imidazol-1-yl)-2-(6-(1-(pyrrolidin-3-yl)vinyl)-1,2,4-triazin-3-yl)phenol